2-(4-cyclopropyl-6-methoxy-2-methylpyrimidin-5-yl)-7-(4-(1-methyl-4-(trifluoromethyl)-1H-imidazol-2-yl)benzyl)-5H-pyrrolo[3,2-d]pyrimidine C1(CC1)C1=NC(=NC(=C1C=1N=CC2=C(N1)C(=CN2)CC2=CC=C(C=C2)C=2N(C=C(N2)C(F)(F)F)C)OC)C